5-chloro-8-ethyl-2-(4-nitrophenyl)imidazo[1,2-c]pyrimidine ClC1=NC=C(C=2N1C=C(N2)C2=CC=C(C=C2)[N+](=O)[O-])CC